[4-(1,2-oxazol-3-ylsulfamoyl)phenyl]acetamide O1N=C(C=C1)NS(=O)(=O)C1=CC=C(C=C1)CC(=O)N